(2R,2S)-4-(3-(cyclopropylmethoxy)-4-(difluoromethoxy)phenyl)-2-(hydroxymethyl)pyrrolidine-1-carboxylic acid tert-butyl ester C(C)(C)(C)OC(=O)N1[C@H](CC(C1)C1=CC(=C(C=C1)OC(F)F)OCC1CC1)CO